N1=C2C(=C(C=C1)C=O)COCC2 7,8-DIHYDRO-5H-PYRANO[4,3-B]PYRIDINE-4-CARBALDEHYDE